5-(2-(isopropylamino)-7H-pyrrolo[2,3-d]pyrimidin-5-yl)-N-(tetrahydro-2H-pyran-4-yl)pyrazolo[1,5-a]pyridine-3-carboxamide C(C)(C)NC=1N=CC2=C(N1)NC=C2C2=CC=1N(C=C2)N=CC1C(=O)NC1CCOCC1